6-chloro-N-[(2S)-1-methoxypropan-2-yl]-2-(1-methylpyrazol-4-yl)-3-oxopyridazine-4-carboxamide ClC=1C=C(C(N(N1)C=1C=NN(C1)C)=O)C(=O)N[C@H](COC)C